N1=CC(=C2N1C=CC=N2)C(=O)ON2N=NC=1C2=NC=CC1 3H-[1,2,3]triazolo[4,5-b]pyridin-3-yl pyrazolo[1,5-a]pyrimidine-3-carboxylate